3-(5-((8-Aminooctyl)amino)-2-methyl-4-oxoquinazolin-3(4H)-yl)piperidine-2,6-dione NCCCCCCCCNC1=C2C(N(C(=NC2=CC=C1)C)C1C(NC(CC1)=O)=O)=O